C(C=CC1=CC=CC=C1)(=O)O.C(C=CC1=CC=CC=C1)(=O)O.OC(C(=O)C1=CC=C(C=C1)CC1=CC=C(C=C1)C(C(C)(O)C)=O)(C)C bis[4-(2-hydroxy-2-methylpropanoyl)-phenyl]methane dicinnamate